6,6'-diacetyl-3,3'-bipyridine C(C)(=O)C1=CC=C(C=N1)C=1C=NC(=CC1)C(C)=O